2-(((1S,3S)-5'-(4-fluoro-3-methylphenyl)-9'-hydroxy-4',4'-dimethyl-4',5'-dihydro-3'H-spiro[cyclobutane-1,1'-pyrano[4,3-b]indol]-3-yl)oxy)acetic acid FC1=C(C=C(C=C1)N1C2=C(C=3C(=CC=CC13)O)C1(OCC2(C)C)CC(C1)OCC(=O)O)C